N=1NC=C2CNCCC21 2,4,6,7-tetrahydro-5H-pyrazolo[4,3-c]pyridin